2-{4-[5-chloro-2-(4-chloro-1H-imidazol-1-yl)phenyl]-5-methoxy-2-oxopyridin-1(2H)-yl}pentanoic acid tert-butyl ester C(C)(C)(C)OC(C(CCC)N1C(C=C(C(=C1)OC)C1=C(C=CC(=C1)Cl)N1C=NC(=C1)Cl)=O)=O